S(C)(=O)(=O)O.CC(COC(C)CO)O Dipropylene glycol mesylate